5-(imidazo[1,2-a]pyridin-6-yl)-2-((1,1,1-trifluoropropan-2-yl)amino)-7H-pyrrolo[2,3-d]pyrimidin N=1C=CN2C1C=CC(=C2)C2=CNC=1N=C(N=CC12)NC(C(F)(F)F)C